5-Ethyl-cyclopent-1-ene-carbaldehyde C(C)C1CCC=C1C=O